[Ir](Cl)(Cl)Cl.NC=1N=CC(=NC1OC=1C=NN(C1)C1CCN(CC1)C)C1=CC(=C(CNS(=O)(=O)C)C(=C1)C)C N-(4-(5-amino-6-((1-(1-methylpiperidin-4-yl)-1H-pyrazol-4-yl)oxy)pyrazin-2-yl)-2,6-dimethylbenzyl)methanesulfonamide Iridium chloride